OC=1C=CC=2N3C(C=4C=NC=CC4C4=NC=CC(C2C1)=C34)=O 5-hydroxy-1,11,16-triazapentacyclo[10.7.1.02,7.08,20.013,18]icosa-2(7),3,5,8(20),9,11,13(18),14,16-nonaen-19-one